2-chloro-3-(tetrahydropyran-4-carboxamido)-4-(trifluoromethoxy)benzoic acid ClC1=C(C(=O)O)C=CC(=C1NC(=O)C1CCOCC1)OC(F)(F)F